tert-butyl 4-(dimethylphosphoryl)-6-(5-fluoro-2-((2-methoxy-5-(4-methylpiperazin-1-yl) phenyl) amino) pyrimidin-4-yl)-3-methyl-1-oxoisoindoline-2-carboxylate CP(=O)(C)C1=C2C(N(C(C2=CC(=C1)C1=NC(=NC=C1F)NC1=C(C=CC(=C1)N1CCN(CC1)C)OC)=O)C(=O)OC(C)(C)C)C